CN(C=1C(=CC=C2C=CC=CC12)N(C)C)C N,N,N',N'-tetramethylnaphthalenediamine